C1(=CC(=CC=C1)CN=C=O)CN=C=O m-Xylylene Diisocyanate